7-[3,5-dihydroxy-2-(3-hydroxy-1-octenyl)cyclopentyl]-5-heptenoic acid OC1C(C(C(C1)O)CC=CCCCC(=O)O)C=CC(CCCCC)O